C(C)C1=CN=C2N1C=C(C(=C2)OC)C(=O)NC2=NN(C=N2)CC 3-ethyl-N-(1-ethyl-1H-1,2,4-triazol-3-yl)-7-methoxyimidazo[1,2-a]Pyridine-6-carboxamide